3-(phenyl)-2-methyl-4,5,6,7-tetrahydro-2H-pyrazolo[3,4-c]pyridine C1(=CC=CC=C1)C=1N(N=C2CNCCC21)C